C[N+](CCOP(=O)(O)[O-])(CCCC#C)C 2-[Dimethyl(pent-4-ynyl)ammonio]ethyl-hydrogenphosphat